NC1=NC=2C=CC(=CC2C2=C1[C@H](OC2)CO)C(=O)N(CC2=NC=C(C=C2)C(F)(F)F)CC(C)C (3S)-4-amino-3-(hydroxymethyl)-N-(2-methylpropyl)-N-((5-(trifluoromethyl)-2-pyridinyl)methyl)-1,3-dihydrofuro[3,4-c]quinoline-8-carboxamide